FC(C(=O)O)(F)F.FC(C(=O)O)(F)F.NCC(CC=1N(C(NN1)=O)CC=1SC(=CC1)C#CC=1C=CC2=C(OCCN2)N1)=C(F)F [2-(aminomethyl)-3,3-difluoro-allyl]-4-[[5-[2-(2,3-dihydro-1H-pyrido[2,3-b][1,4]oxazin-6-yl)ethynyl]-2-thienyl]methyl]-1,2,4-triazol-3-one bistrifluoroacetate salt